5-(2-Chloro-phenyl)-3-hydroxy-pyridine ClC1=C(C=CC=C1)C=1C=C(C=NC1)O